N-(2-(2-(3-chloro-4-methoxyphenylamino)-5-fluoropyrimidin-4-ylamino)phenyl)methanesulfonamide ClC=1C=C(C=CC1OC)NC1=NC=C(C(=N1)NC1=C(C=CC=C1)NS(=O)(=O)C)F